F[C@H]1CN(C[C@@H]1O)C1=NC(=CC(=C1)C=1C=C(C=CC1C)NC(=O)N1C[C@@H](CC1)CC(F)(F)F)N1CCOCC1 (3S)-N-(3-[2-[(3S,4S)-3-fluoro-4-hydroxypyrrolidin-1-yl]-6-(morpholin-4-yl)pyridin-4-yl]-4-methylphenyl)-3-(2,2,2-trifluoroethyl)pyrrolidine-1-carboxamide